C(C)(C)C1=C(NC2=C1N=C(S2)C(=O)N)C=2C=C(C=1N(C2)N=CN1)OC 6-isopropyl-5-(8-methoxy-[1,2,4]triazolo[1,5-a]pyridin-6-yl)-4H-pyrrolo[3,2-d]thiazole-2-carboxamide